(biphenylyl)(dimethyl)Phenyl(dimethylindenopyridineyl)(phenyldibenzofuranyl)triazine C1(=C(C=CC=C1)C1=C(C(=C(C=C1)C1=C(C(=NN=N1)C1=C(C=CC=2OC3=C(C21)C=CC=C3)C3=CC=CC=C3)C3=NC2=C(C(=C3C)C)C=3C=CC=CC3C2)C)C)C2=CC=CC=C2